4-ethyl-9-(4-methoxybenzyl)-2,2-dimethyl-1-oxa-4,9-diazaspiro[5.5]undecan-3-one C(C)N1C(C(OC2(C1)CCN(CC2)CC2=CC=C(C=C2)OC)(C)C)=O